ClC=1C=C(C=C(C1)Cl)C1(CC(=NO1)C1=CC(=C(C(=O)NC2=NN(C(=N2)CCC(F)(F)F)CC(F)(F)F)C=C1)C)C(F)(F)F 4-(5-(3,5-dichlorophenyl)-5-(trifluoromethyl)-4,5-dihydroisoxazol-3-yl)-2-methyl-N-(1-(2,2,2-trifluoroethyl)-5-(3,3,3-trifluoropropyl)-1H-1,2,4-triazol-3-yl)benzamide